CC1=NC(=NO1)C=1C=C(C=CC1)C(=O)NCCC(=O)OC Methyl 3-{[3-(5-methyl-1,2,4-oxadiazol-3-yl)phenyl]formamido}-propanoate